[Mn](=O)(=O)([O-])F.[Mn](=O)(=O)([O-])F.[Mn](=O)(=O)([O-])F.[NH4+].[NH4+].[NH4+] ammonium trifluoromanganate